C1(=CC=CC=C1)C=1C2=CC=C(N2)C(=C2C=CC(C(=C3C=CC(=C(C=4C=CC1N4)C4=CC=CC=C4)N3)C3=CC=CC=C3)=N2)C2=CC=CC=C2 5,10,15,20-tetraphenyl-21H-23H-porphine